FC1=C(C(=O)NOC)C=C(C=C1)C=1CCSC2=C(C1C1=CC=C(C=C1)O[C@@H]1CN(CC1)CCCF)C=CC(=C2)O 2-fluoro-5-[5-[4-[(3S)-1-(3-fluoropropyl)pyrrolidin-3-yl]oxyphenyl]-8-hydroxy-2,3-dihydro-1-benzothiepin-4-yl]-N-methoxy-benzamide